IC1=NN(C(=C1)C(C)C)C1OCCCC1 3-iodo-1-(oxan-2-yl)-5-propan-2-ylpyrazole